CC=1C=C(C=CC1OC1=CC=NC=C1)NN=C(C#N)C#N (3-methyl-4-(pyridin-4-yloxy)phenyl)carbonohydrazonic Dicyanide